ditetrazole ammonium salt [NH4+].N1N=NN=C1.N1N=NN=C1